C(C=C)(=O)C(=O)N acryloyl-carboxamide